OC=1C(=NC=CC1OC)C(=O)N[C@H](C(=O)OC(C)C1(CCCCC1)C1=CC=CC=C1)C 1-(1-phenylcyclohexyl)ethyl (2S)-2-[(3-hydroxy-4-methoxy-pyridine-2-carbonyl)amino]propanoate